FC(CN1C(=NC2=C1C=C(C=C2F)C2=CNC=1N=C(N=C(C12)OC)NC1CCC2(CN(C2)C(C)=O)CC1)C)F 1-(7-((5-(1-(2,2-difluoroethyl)-4-fluoro-2-methyl-1H-benzo[d]imidazol-6-yl)-4-methoxy-7H-pyrrolo[2,3-d]pyrimidin-2-yl)amino)-2-azaspiro[3.5]nonan-2-yl)ethan-1-one